1,6-hexanediolAt C(CCCCC[O-])[O-]